COC=1C=CC=2C3=C(C=NC2N1)NC(N3CC3=CC=C(C=C3)S(=O)(=O)N)=O 4-((7-methoxy-2-oxo-2,3-dihydro-1H-imidazo[4,5-c][1,8]naphthyridin-1-yl)methyl)benzene-sulfonamide